2-[4-(2-benzyloxy-2-oxo-ethyl)-5-fluoro-2-methoxy-phenyl]-2-methyl-propionic acid methyl ester COC(C(C)(C)C1=C(C=C(C(=C1)F)CC(=O)OCC1=CC=CC=C1)OC)=O